N-(2-amino-4-fluorophenyl)-1-(5-{[2-chloro-4-(phenyloxy)phenyl]carbonyl}-7H-pyrrolo[2,3-d]pyrimidin-4-yl)piperidine-4-carboxamide NC1=C(C=CC(=C1)F)NC(=O)C1CCN(CC1)C=1C2=C(N=CN1)NC=C2C(=O)C2=C(C=C(C=C2)OC2=CC=CC=C2)Cl